ClC1=C(C=CC(=C1)OC1=CC=C(C=C1)Cl)C1(OCC(O1)C)C (2-chloro-4-(4-chlorophenoxy)phenyl)-2,4-dimethyl-1,3-dioxolane